FC=1C=CC(=C(C1)[C@@H](NC(C1=CC=CC(=C1)C)=O)C=1NC2=CC=CC=C2C1)O N-[(R)-(5-fluoro-2-hydroxy-phenyl)-(1H-indol-2-yl)methyl]-5-methyl-benzamide